C(#C)C1=NC2=C(N1C1=CC=C(C=C1)NS(=O)(=O)C1=CC=CC=C1)C=C(C=C2)N2CCOCC2 N-(4-(2-ethynyl-6-morpholino-1H-benzo[d]imidazol-1-yl)phenyl)benzenesulfonamide